tert-Butyl (6-acetylquinoline-4-carbonyl)glycinate C(C)(=O)C=1C=C2C(=CC=NC2=CC1)C(=O)NCC(=O)OC(C)(C)C